CCCCC 4-methyl-butan